ClC=1C=NC(=NC1)N1CCC2(CC2CCO)CC1 2-(6-(5-chloropyrimidin-2-yl)-6-azaspiro[2.5]octan-1-yl)ethan-1-ol